4-[(4-cyclohexylphenyl)amino]-6-(propan-2-yl)-2-[2-(2,2,2-trifluoroethyl)morpholin-4-yl]-5,6-dihydro-7H-pyrrolo[3,4-d]pyrimidin-7-one C1(CCCCC1)C1=CC=C(C=C1)NC=1C2=C(N=C(N1)N1CC(OCC1)CC(F)(F)F)C(N(C2)C(C)C)=O